6-cyclopropyl-3-(6-(methylthio)pyrimidin-4-yl)imidazo[1,2-b]pyridazine C1(CC1)C=1C=CC=2N(N1)C(=CN2)C2=NC=NC(=C2)SC